C(C1=CC=CC=C1)OC1=CC=C(OCCOCCNC2CCCCC2)C=C1 N-(2-(2-(4-(benzyloxy)phenoxy)ethoxy)ethyl)cyclohexylamine